C(C1=CC=CC=C1)NC(=O)C12CCC(CC1)(C2)O N-benzyl-4-hydroxybicyclo[2.2.1]heptane-1-carboxamide